N-(4-(5-(2-(4-fluorophenoxy)ethyl)-2,3,4,5-tetrahydro-1H-benzo[b][1,4]diazepine-1-Carbonyl)phenyl)-[1,1'-biphenyl]-2-carboxamide FC1=CC=C(OCCN2C3=C(N(CCC2)C(=O)C2=CC=C(C=C2)NC(=O)C=2C(=CC=CC2)C2=CC=CC=C2)C=CC=C3)C=C1